FC1(CC(C1)[C@H](CC(=O)N[C@@H](C)C1=CC(=CC=C1)OC(F)(F)F)O)F (S)-3-(3,3-difluorocyclobutyl)-3-hydroxy-N-((S)-1-(3-(trifluoromethoxy)phenyl)ethyl)propane-amide